(2S,4r)-N-[[3-(cyclopropylsulfonylamino)phenyl]methyl]-1-[(2S)-2-(4-cyclopropyltriazol-1-yl)-3,3-dimethyl-butyryl]-4-hydroxy-pyrrolidine-2-carboxamide C1(CC1)S(=O)(=O)NC=1C=C(C=CC1)CNC(=O)[C@H]1N(C[C@@H](C1)O)C([C@H](C(C)(C)C)N1N=NC(=C1)C1CC1)=O